N(=C=O)C1C(CCCC1)CCCN=C=O 1-isocyanato-2-(3-isocyanatopropan-1-yl)cyclohexane